N-(1-METHYL-1H-INDAZOL-7-YL)-1-(5-METHYL-4,5,6,7-TETRAHYDROPYRAZOLO[1,5-A]PYRAZIN-3-YL)-1H-PYRAZOLE-4-SULFONAMIDE CN1N=CC2=CC=CC(=C12)NS(=O)(=O)C=1C=NN(C1)C=1C=NN2C1CN(CC2)C